N1(CCNCCCNCCNCCC1)CC1=CC=C(C=C1)CN1CCNCCCNCCNCCC1 1,4-Bis((1,4,8,11-tetraazacyclotetradecan-1-yl)methyl)benzene